NC1=NN=C(S1)S amino-1,3,4-thiadiazole-2-thiol